C(CC)(=O)N1CCC2=CC(=CC=C12)C=1C=NC(=NC1)C(=O)NCC=1C=NC=CC1 5-(1-propionyl-indolin-5-yl)-N-(pyridin-3-ylmethyl)pyrimidine-2-carboxamide